methyl (S)-2-(5-(2-(3-fluoro-3-methylazetidin-1-yl) ethyl)-2-oxopyrimidin-1(2H)-yl)-4-methylpentanoate FC1(CN(C1)CCC=1C=NC(N(C1)[C@H](C(=O)OC)CC(C)C)=O)C